butyl-1-{[(3aR,4R,6R,6aS)-6-{4-chloropyrrolo[2,3-d]pyrimidin-7-yl}-2,2-dimethyl-tetrahydro-3aH-cyclopenta[d][1,3]dioxol-4-yl]methyl}-1,6-diazaspiro[3.4]octane-6-carboxylate C(CCC)OC(=O)N1CC2(CCN2C[C@H]2C[C@H]([C@@H]3OC(O[C@@H]32)(C)C)N3C=CC2=C3N=CN=C2Cl)CC1